CC(C)(C)[S@@](=O)\N=C(\C)/C=1C=C(C=C2C(NC(=NC12)N1CCOCC1)=O)C (R,Z)-2-methyl-N-(1-(6-methyl-2-morpholino-4-oxo-3,4-dihydroquinazolin-8-yl)ethylidene)propane-2-sulfinamide